tert-butyl ((benzyloxy)carbonyl)-L-homoserinate C(C1=CC=CC=C1)OC(=O)N[C@@H](CCO)C(=O)OC(C)(C)C